CN1N=CC=2CCC=3C(C12)=C(SC3C(=O)N)OC3=CC=C(C=C3)OCC3=NC1=CC=CC=C1C=C3 1-methyl-8-[4-(2-quinolinylmethoxy)phenoxy]-4,5-dihydro-1H-thieno[3,4-g]indazole-6-carboxamide